2,2'-Methylenebis[4,6-bis(1-methylethyl)phenol] C(C1=C(C(=CC(=C1)C(C)C)C(C)C)O)C1=C(C(=CC(=C1)C(C)C)C(C)C)O